N[C@H](CO)CSC(C1=CC=CC=C1)(C1=CC=CC=C1)C1=CC=CC=C1 (R)-2-amino-3-(tritylthio)propan-1-ol